C(CC)C1=C(C=CC(=C1)C)O 2-propyl-4-Methylphenol